C(CCCCCCC)NC1=C(C=C(C(=O)O)C=C1)S(N)(=O)=O 4-(octylamino)-3-sulfamoyl-benzoic acid